FC1=CC=C(C=C1)S(=O)(=O)ON1C(C=2C(C1=O)=CC=CC2)=O N-(4-fluorophenylsulfonyloxy)phthalimide